FC1=C(C=C(C=C1)F)[C@@H]1N(CCC1)C1=NC=2N(C=C1)N=CC2C2=NC1=C(N2)C=C(C(=C1)C#N)P(=O)(C)C (R)-2-(5-(2-(2,5-difluorophenyl)pyrrolidin-1-yl)pyrazolo[1,5-a]pyrimidin-3-yl)-6-(dimethylphosphoryl)-1H-benzo[d]imidazole-5-carbonitrile